NC=1N=NC(=CC1N1CC2CCC(C1)N2C2=CC(=NC=C2)C#CCN2[C@@H](CCC2)C(=O)NC)C2=C(C=CC=C2)O (2S)-1-[3-[4-[3-[3-amino-6-(2-hydroxyphenyl)pyridazin-4-yl]-3,8-diazabicyclo[3.2.1]oct-8-yl]-2-pyridinyl]prop-2-ynyl]-N-methylpyrrolidine-2-carboxamide